N1=NC(=CC=C1)NC(=O)C1CC12CCN(CC2)C(=O)OC(C)(C)C t-Butyl 1-(pyridazin-3-ylcarbamoyl)-6-azaspiro[2.5]octane-6-carboxylate